1-(4-trifluoromethoxyphenyl)-N-methyl-methylamine FC(OC1=CC=C(C=C1)CNC)(F)F